FC(C(=O)O)(F)F.FC=1C(=C(C=CC1F)C(=O)N1CC(C1)(O)CN1CCOCC1)NC1=C(C=C(C=C1)I)F 1-({3,4-difluoro-2-[(2-fluoro-4-iodophenyl)amino]phenyl}carbonyl)-3-(morpholin-4-ylmethyl)azetidin-3-ol trifluoroacetate salt